BrC=1C=[N+](C=C(C1)C(CC(=O)OC(C)(C)C)=O)[O-] 3-bromo-5-(3-(tert-butoxy)-3-oxopropanoyl)pyridine 1-oxide